ClC1=CC=C(C(=N1)I)OCOC 6-chloro-2-iodo-3-(methoxymethoxy)pyridine